N1C=CC=2C1=NC=CC2C=2C=NN(C2)CC2(CC2)C#N 1-{[4-(1H-pyrrolo[2,3-b]pyridin-4-yl)-1H-pyrazol-1-yl]methyl}-cyclopropanecarbonitrile